methyl (1r,3r)-3-((3-(2,6-bis(benzyloxy)pyridin-3-yl)phenyl)(methyl)amino)cyclobutane-1-carboxylate C(C1=CC=CC=C1)OC1=NC(=CC=C1C=1C=C(C=CC1)N(C1CC(C1)C(=O)OC)C)OCC1=CC=CC=C1